Cl\C=C/C(=O)N(C1CC1)[C@@H](C(=O)N(C)C)C1=CC(=CC(=C1)C1=NC=CC=N1)Cl (R,Z)-3-chloro-N-(1-(3-chloro-5-(pyrimidin-2-yl)phenyl)-2-(dimethylamino)-2-oxoethyl)-N-cyclopropylacrylamide